2-(4-methyl-5-oxo-6-((1-((2-(trimethylsilyl)ethoxy)methyl)-1H-indazol-4-yl)methyl)-5,6-dihydro-4H-thiazolo[5',4':4,5]Pyrrolo[2,3-d]Pyridazin-2-yl)acetic acid CN1C2=C(C3=C1C(N(N=C3)CC3=C1C=NN(C1=CC=C3)COCC[Si](C)(C)C)=O)SC(=N2)CC(=O)O